ClC1=NC=C2N(C(N(C2=N1)C1CC[Si](CC1)(C)C)=O)C 2-chloro-9-(1,1-dimethylsilinan-4-yl)-7-methyl-7,9-dihydro-8H-purin-8-one